[C+4].[S-2].[Ag+] silver sulfide carbon